2-[4-bromo-2-(4-ethoxy-4,5-dihydro-isoxazol-3-yl)phenoxy]acetic acid methyl ester COC(COC1=C(C=C(C=C1)Br)C1=NOCC1OCC)=O